5,7-dihydroxyl-4-phenylcoumarin OC1=C2C(=CC(OC2=CC(=C1)O)=O)C1=CC=CC=C1